tri(dimethoxyphenyl)phosphine COC=1C(=C(C=CC1)P(C1=C(C(=CC=C1)OC)OC)C1=C(C(=CC=C1)OC)OC)OC